2-[[7-(4,4,5,5-tetramethyl-1,3,2-dioxaborolan-2-yl)quinolin-5-yl]oxymethyl]morpholine-4-carboxylate CC1(OB(OC1(C)C)C1=CC(=C2C=CC=NC2=C1)OCC1CN(CCO1)C(=O)[O-])C